CCOC(=O)ON=CC(CC1CCCCC1)=O 3-cyclohexylpropane-1,2-dione-2-ethoxycarbonyloxime